ClC1=CC=C(C=C1)C=1N(C(N(C1)CC1=NN(C(=N1)[C@H](C)O)C1=CC=NC=C1)=O)C[C@@H](C(F)(F)F)O 4-(4-chlorophenyl)-1-((1-(pyridin-4-yl)-5-((S)-1-hydroxyethyl)-1H-1,2,4-triazol-3-yl)methyl)-3-((S)-3,3,3-trifluoro-2-hydroxypropyl)-1,3-dihydro-2H-imidazol-2-one